3-(tert-butoxycarbonylamino)tetrahydropyran-3-carboxylic acid C(C)(C)(C)OC(=O)NC1(COCCC1)C(=O)O